4-(2-fluoro-6-hydroxy-3-methoxybenzoyl)-N-[(3R,4R)-4-[2-(1H-pyrazol-4-yl)acetamido]pyrrolidin-3-yl]benzamide FC1=C(C(=O)C2=CC=C(C(=O)N[C@@H]3CNC[C@H]3NC(CC=3C=NNC3)=O)C=C2)C(=CC=C1OC)O